FC=1C=C(C=C(C1OC1CCN(CC1)C)F)NC1=NC=C(C(=N1)N1OCCC1C1=CC=CC=C1)C(F)(F)F N-(3,5-difluoro-4-((1-methylpiperidin-4-yl)oxy)phenyl)-4-(3-phenylisoxazolidin-2-yl)-5-(trifluoromethyl)pyrimidin-2-amine